9-(3-bromo-5-chlorophenyl)-9H-carbazole BrC=1C=C(C=C(C1)Cl)N1C2=CC=CC=C2C=2C=CC=CC12